FC=1C=C(C(=O)O)C=CC1C1=NC=CC2=C1C=NN2CC2=CC=C(C=C2)OC 3-fluoro-4-[1-(4-methoxybenzyl)-1H-pyrazolo[4,3-c]pyridin-4-yl]benzoic acid